3,3'-hexamethylenebis(1,2,4-triazole) N1N=C(N=C1)CCCCCCC1=NNC=N1